C1(CC1)N1C(=NC2=C1C=CC=C2)[C@@H]2[C@H](C2)C(=O)O (1S,2S)-2-(1-cyclopropyl-1H-benzo[d]imidazol-2-yl)cyclopropane-1-carboxylic acid